(2S,3S,4R,5S,6S)-2-(acetoxymethyl)-6-(3-(2,7,8-trimethyl-4-oxoquinazolin-3(4H)-yl)phenoxy)tetrahydro-2H-pyran-3,4,5-triacetic acid C(C)(=O)OC[C@H]1O[C@H]([C@H]([C@@H]([C@@H]1CC(=O)O)CC(=O)O)CC(=O)O)OC1=CC(=CC=C1)N1C(=NC2=C(C(=CC=C2C1=O)C)C)C